[Cl-].C1(C=CCC1)[Zn+] 2-cyclopentenylzinc chloride